COCCN1C(C(C=2C1=NC=C(C2)[N+](=O)[O-])=O)=O 1-(2-methoxyethyl)-5-nitro-1H-pyrrolo[2,3-b]pyridine-2,3-dione